7-fluoroquinoline-6-sulfonyl fluoride FC1=C(C=C2C=CC=NC2=C1)S(=O)(=O)F